Isopropyl ((S)-(((1S,4R)-4-(2-amino-6-((2-(dimethylamino)ethyl)(methyl)amino)-9H-purin-9-yl)cyclopent-2-en-1-yl)methoxy)(phenoxy)phosphoryl)-L-alaninate NC1=NC(=C2N=CN(C2=N1)[C@H]1C=C[C@H](C1)CO[P@](=O)(OC1=CC=CC=C1)N[C@@H](C)C(=O)OC(C)C)N(C)CCN(C)C